2-chloro-5-(4-chlorobenzo[d]oxazol-2-yl)isonicotinic acid methyl ester COC(C1=CC(=NC=C1C=1OC2=C(N1)C(=CC=C2)Cl)Cl)=O